[NH4+].CC1=C(C(=O)P(C2=CC=CC=C2)=O)C(=CC(=C1)C)C 2,4,6-trimethylbenzoyl-phenylphosphine oxide, ammonium salt